N-((3S,4S)-3-((7-(2,6-dichloro-3,5-dimethoxyphenyl)-5-(3,3-difluoroazetidin-1-yl)-2,6-naphthyridin-3-yl)amino)tetrahydro-2H-pyran-4-yl)acrylamide ClC1=C(C(=C(C=C1OC)OC)Cl)C1=NC(=C2C=C(N=CC2=C1)N[C@@H]1COCC[C@@H]1NC(C=C)=O)N1CC(C1)(F)F